FC1=C(C=CC(=C1C=1C=CC=2N(C1F)C=NC2C=2NC=CN2)F)NS(=O)(=O)C=2C(=NC=C(C2)F)C N-[2,4-difluoro-3-[5-fluoro-1-(1H-imidazol-2-yl)imidazo[1,5-a]pyridin-6-yl]phenyl]-5-fluoro-2-methylpyridine-3-sulfonamide